(1-(1H-tetrazol-5-yl)hydrazino)ethan-1-ol N1N=NN=C1N(N)C(C)O